ClC=1C=CC(=C2CN(C(C12)=O)C)CC1CC2(CN(C2)C[C@H](CC2=CC=3N(C=C2F)C=NN3)C)C1 (S)-7-chloro-4-((2-(3-(6-fluoro-[1,2,4]triazolo[4,3-a]pyridin-7-yl)-2-methylpropyl)-2-azaspiro[3.3]heptan-6-yl)methyl)-2-methylisoindolin-1-one